C(C1=CC=CC=C1)OC1=C2C(=CNC2=CC=C1)C1CN(CC1)CCCN1N=CC(=N1)C 4-(benzyloxy)-3-(1-(3-(4-methyl-2H-1,2,3-triazol-2-yl)propyl)pyrrolidin-3-yl)-1H-indol